NC1=C(C=CC(=C1F)Br)N1N=C(C=2CN(CCC21)C(=O)OC(C)(C)C)CCl tert-butyl 1-(2-amino-4-bromo-3-fluorophenyl)-3-(chloromethyl)-1,4,6,7-tetrahydro-5H-pyrazolo[4,3-c]pyridine-5-carboxylate